tert-butyl (5-(hydroxymethyl)-4-(trifluoromethyl)thiazol-2-yl)carbamate OCC1=C(N=C(S1)NC(OC(C)(C)C)=O)C(F)(F)F